COC1=C(C=CC2=CC3=CC=CC=C3C=C12)O 1-Methoxy-2-hydroxyanthracene